(2R)-4-benzyl-2-[(1R)-1-[3,5-bis(trifluoromethyl)phenyl]ethoxy]morpholine-3-one rac-ethyl-2-(2-((tert-butoxycarbonyl)amino)acetamido)-3-(1-fluorocyclopropyl)-3-oxopropanoate C(C)OC([C@@H](C(=O)C1(CC1)F)NC(CNC(=O)OC(C)(C)C)=O)=O.C(C1=CC=CC=C1)N1C([C@H](OCC1)O[C@H](C)C1=CC(=CC(=C1)C(F)(F)F)C(F)(F)F)=O |&1:4|